6-aminophenanthridine NC=1N=C2C=CC=CC2=C2C=CC=CC12